8-phenyl-cyclopentyl-tetracyclo[4.4.0.12,5.17,10]Dodeca-3-ene C1(=CC=CC=C1)C1C2C3C4C=CC(C3(C(C1)C2)C2CCCC2)C4